C1(=CC=CC=C1)P(C1=C(C2=CC=CC=C2C=C1)C1=NC=CC2=CC=CC=C12)C1=CC=CC=C1 (RS)-1-(2-diphenylphosphino-1-naphthyl)isoquinoline